O1C=C(C=C1)C1=NN2C(N=C(N=C2N)S(=O)(=O)C)=N1 2-(furan-3-yl)-5-(methylsulfonyl)-[1,2,4]triazolo[1,5-a][1,3,5]triazin-7-amine